FC([C@H]1N(C(OC1)=O)C=1N=C2N(CCOC3=C2C=CC(=C3)N[C@@H](C(=O)N)CC)C1)F |o1:22| (r*)-(S)-2-((2-((S)-4-(Difluoromethyl)-2-oxooxazolidin-3-yl)-5,6-dihydrobenzo[f]imidazo[1,2-d][1,4]oxazepin-9-yl)amino)butanamide